1'-(4-(4-(aminomethyl)-1-oxo-1,2-dihydro-phthalazin-6-yl)-1-methyl-1H-pyrazol-5-yl)-6'-chloro-7'-fluoro-spiro[cyclopentane-1,3'-indolin]-2'-one hydrochloride Cl.NCC1=NNC(C2=CC=C(C=C12)C=1C=NN(C1N1C(C2(C3=CC=C(C(=C13)F)Cl)CCCC2)=O)C)=O